C(C=C)(=O)NC=1C=C(C=CC1)C1=CC(=CC(=N1)NC(=O)C1CC1)CN1CCOCC1 N-(6-(3-acrylamidophenyl)-4-(morpholinomethyl)pyridin-2-yl)cyclopropanecarboxamide